BrC1=NC=CC(=C1)NCC=1N=C2N(C=C(C=C2NC(C)=O)C2CC2)C1 N-(2-(((2-bromopyridin-4-yl)amino)methyl)-6-cyclopropylimidazo[1,2-a]pyridin-8-yl)acetamide